N1C=NC(=C1)CC(=O)O 2-(1H-imidazol-4-yl)-acetic acid